glutamic acid bis(2-aminoethyl) ester tri-hydrochloride Cl.Cl.Cl.NCCOC([C@@H](N)CCC(=O)OCCN)=O